Lithium Hexafluoro-phosphat F[P-](F)(F)(F)(F)F.[Li+]